C(C)(C)NCC(COC1=CC=CC2=CC=CC=C12)O 1-isopropylamino-3-(1-naphthoxy)-2-propanol